C(C)(C)(C)OC(=O)N1CCN(CC1)C(C1=C(C=C(C=C1)F)Cl)=O 4-(2-Chloro-4-fluoro-benzoyl)piperazine-1-carboxylic acid tert-butyl ester